FC=1C=C(C=NC1)C1=NN(C=C1C)C=1C=NC=CC1 3-(5-fluoropyridin-3-yl)-4-methyl-1-(pyridin-3-yl)-1H-pyrazol